2,4-dichlorophenylacetic acid methyl ester COC(CC1=C(C=C(C=C1)Cl)Cl)=O